C(CC1=CC=C(C=C1)O)C1=CC=C(C=C1)O 4,4'-ethylenebis[phenol]